N[C@H]1[C@@H](CCCC1)O (1r,2r)-2-amino-cyclohexanol